FC1=C(OC2=C(C=C(C=C2)CCNS(=O)=O)C=2C3=C(C(N(C2)C)=O)C=C(O3)C3=CC=C(C=C3)OCCO)C=CC(=C1)F N-(4-(2,4-difluorophenoxy)-3-(2-(4-(2-hydroxyethoxy)phenyl)-5-methyl-4-oxo-4,5-Dihydrofuro[3,2-c]pyridin-7-yl)phenyl)ethylsulfonamide